5-[(2R,6S)-2-methyl-6-[[4-[4-[(2S)-morpholin-2-yl]phenyl]piperazin-1-yl]methyl]morpholin-4-yl]quinoline-8-carbonitrile C[C@@H]1CN(C[C@@H](O1)CN1CCN(CC1)C1=CC=C(C=C1)[C@H]1CNCCO1)C1=C2C=CC=NC2=C(C=C1)C#N